barium-cadmium salicylate C(C=1C(O)=CC=CC1)(=O)[O-].[Cd+2].[Ba+2].C(C=1C(O)=CC=CC1)(=O)[O-].C(C=1C(O)=CC=CC1)(=O)[O-].C(C=1C(O)=CC=CC1)(=O)[O-]